N,N-di(cis-4-tert-pentylcyclohexyl)-5-(cis-4-tert-butylcyclohexylcarbonylamino)isophthalamide C(C)(C)(CC)[C@H]1CC[C@H](CC1)N(C(C1=CC(C(=O)N)=CC(=C1)NC(=O)[C@@H]1CC[C@@H](CC1)C(C)(C)C)=O)[C@@H]1CC[C@@H](CC1)C(C)(C)CC